C(C1=CC=CC=C1)N(C(O)=O)[C@H]1COC[C@H](C1)O.CN(CCCNCCC[Si](OC)(OC)C)C N-(gamma-dimethylaminopropyl)-gamma-aminopropyl-methyldimethoxysilane cis-benzyl-((3R,5S)-5-hydroxytetrahydro-2H-pyran-3-yl)carbamate